C(C)(C)(CC)C1(CCCCC1)C(C)(C)CC 1,1-di-tert-amyl-cyclohexane